C(C1=CC=CC=C1)OC(=O)N1CCC(CC1)OC1=C2CCN(C(C2=CC=C1)C)C(=O)OC(C)(C)C tert-butyl 5-((1-((benzyloxy)carbonyl)piperidin-4-yl)oxy)-1-methyl-3,4-dihydroisoquinoline-2(1H)-carboxylate